FC1=C(C=CC(=C1)F)NC(=O)NC1=CC(=C(C=C1)OC(F)(F)F)C=1N(N=CC1)C 1-(2,4-Difluoro-phenyl)-3-[3-(2-methyl-2H-pyrazol-3-yl)-4-trifluoromethoxy-phenyl]-urea